(4-(2-hydroxy-3-morpholinopropoxy)phenyl)-2-oxo-6-(trifluoromethyl)-1,2-dihydropyridine-3-carboxamide OC(COC1=CC=C(C=C1)N1C(C(=CC=C1C(F)(F)F)C(=O)N)=O)CN1CCOCC1